FC1=CC=C(C=C1)C1=CC(=C(C=C1)NC(OC(C)(C)C)=O)NC(=O)C1=CC=2C(=NC=C(C2)S(=O)(=N)C)S1 tert-butyl N-[4-(4-fluorophenyl)-2-[[5-(methylsulfonimidoyl)thieno[2,3-b]pyridine-2-carbonyl]amino]phenyl]carbamate